(benzylamino)-5-(methylsulfamoyl)benzoic acid C(C1=CC=CC=C1)NC1=C(C(=O)O)C=C(C=C1)S(NC)(=O)=O